1-(4-(5-(Difluoromethyl)-1,3,4-oxadiazol-2-yl)-2-fluorobenzyl)-3-(pyrrolidin-3-yl)-1,3-dihydro-2H-benzo[d]imidazol-2-one FC(C1=NN=C(O1)C1=CC(=C(CN2C(N(C3=C2C=CC=C3)C3CNCC3)=O)C=C1)F)F